4-Benzoylthiomethyl-1,8-bisbenzoylthio-3,6-dithiaoctane C(C1=CC=CC=C1)(=O)SCC(SCCSC(C1=CC=CC=C1)=O)CSCCSC(C1=CC=CC=C1)=O